ClC1=CC=C2C(=CC=NC2=C1)N1CCN(CC1)CCCN1CCN(CC1)C1=CC=NC2=CC(=CC=C12)Cl 1,3-bis[4-(7-chloro-quinoline-4-yl)piperazine-1-yl]propane